2-[4-chloro-3-[[4-[[(2S)-oxiran-2-yl]methoxy]phenyl]methyl]phenyl]-6-methylsulfanyl-tetrahydropyran-3,4,5-triol ClC1=C(C=C(C=C1)C1OC(C(C(C1O)O)O)SC)CC1=CC=C(C=C1)OC[C@H]1OC1